[(4-benzyloxy-6-chloro-2-methyl-3-pyridyl)methyl]-N-methyl-1-phenyl-methanamine C(C1=CC=CC=C1)OC1=C(C(=NC(=C1)Cl)C)CC(NC)C1=CC=CC=C1